BrC[C@]1([C@H](C[C@@H](O1)N1C(NC(C(=C1)F)=O)=O)OC(C1=CC=CC=C1)(C1=CC=CC=C1)C1=CC=CC=C1)CO[Si](C)(C)C(C)(C)C 1-((2R,4S,5R)-5-(bromomethyl)-5-(((tert-butyldimethylsilyl)oxy)methyl)-4-(trityloxy)tetrahydrofuran-2-yl)-5-fluoropyrimidine-2,4(1H,3H)-dione